(S)-2-chloromethyl-1-methyl-pyrrole tert-Butyl-2-[6-(3-ethoxy-3-oxopropyl)quinazolin-4-yl]-2,7-diazaspiro[3.5]nonane-7-carboxylate C(C)(C)(C)OC(=O)N1CCC2(CN(C2)C2=NC=NC3=CC=C(C=C23)CCC(=O)OCC)CC1.ClCC=1N(C=CC1)C